ClCC(=O)N1C(CN(CC1)C1=NC(=NC(=N1)N[C@@H](CCO)C1=C(C=CC=C1)Cl)NC)C(=O)NCC1OCCC1 1-(2-Chloroacetyl)-4-(4-(((S)-1-(2-chlorophenyl)-3-hydroxypropyl)amino)-6-(methylamino)-1,3,5-triazin-2-yl)-N-((tetrahydrofuran-2-yl)methyl)piperazine-2-carboxamide